3-triphenylmethylpropane C1(=CC=CC=C1)C(CCC)(C1=CC=CC=C1)C1=CC=CC=C1